2,6-diaminobenzo[1,2-b:4,5-b']difuran-3,7-dicarboxylic acid bis(2-methoxyethyl) ester COCCOC(=O)C=1C=2C(OC1N)=CC1=C(OC(=C1C(=O)OCCOC)N)C2